(3-chloro-5-methanesulfonamidophenyl)-1-methylpyrrole-3-carboxamide ClC=1C=C(C=C(C1)NS(=O)(=O)C)C=1N(C=CC1C(=O)N)C